CC=1C=C(C=C(C1)N1N=CC(=C1)CN1C[C@@H](N[C@@H](C1)C=1C(=C2COC(C2=CC1)=O)C)C)N1C(OCC1)=O 3-(3-methyl-5-(4-(((3S,5R)-3-methyl-5-(4-methyl-1-oxo-1,3-dihydroisobenzofuran-5-yl)piperazin-1-yl)methyl)-1H-pyrazol-1-yl)phenyl)oxazolidin-2-one